C(=O)(O)CC1=CC=C(OCC2=C(C(=O)O)C=CC=C2)C=C1 2-[(4-carboxymethyl-phenoxy)methyl]benzoic acid